(3aR,5s,6aS)-N-(6-(2,5-difluorophenyl)pyridazin-3-yl)-2-(2,2-dimethyltetrahydro-2H-pyran-4-yl)octahydrocyclopenta[c]pyrrol-5-amine FC1=C(C=C(C=C1)F)C1=CC=C(N=N1)NC1C[C@@H]2[C@@H](CN(C2)C2CC(OCC2)(C)C)C1